CN1CCC(CC1)NC=1C=2C=C(N(C2C=CC1)CC(F)(F)F)C#CCNC=1C=NC(=CC1)C(F)(F)F N-(1-methylpiperidin-4-yl)-1-(2,2,2-trifluoroethyl)-2-(3-{[6-(trifluoromethyl)pyridin-3-yl]amino}prop-1-yn-1-yl)-1H-indol-4-amine